Adamantylurea C1C2CC3CC1CC(C2)(C3)NC(=O)N